N-chloroaminoethyl-diphosphonic acid ClNCCP(=O)(O)OP(=O)O